2-(2'-Hydroxy-5'-(tert.-octyl)-phenyl)-benzotriazol OC1=C(C=C(C=C1)C(C)(C)CC(C)(C)C)N1N=C2C(=N1)C=CC=C2